OC=1C=C(C=CC1)CC(=O)OC methyl 2-(3-hydroxyphenyl)acetate